CC=1N=C(C2=C(N1)C=NC(=C2)[C@@H]2COCCC2)N[C@H](C)C2=CC(=CC=C2)C(F)(F)F |&1:11| 2-methyl-6-[(3RS)-oxacyclohexan-3-yl]-N-{(1R)-1-[3-(trifluoromethyl)phenyl]ethyl}pyrido[3,4-d]pyrimidin-4-amine